[Ni](Cl)Cl.C1(=CC=CC=C1)P(C1=CC=CC=C1)C1=CC=CC=C1.C1(=CC=CC=C1)P(C1=CC=CC=C1)C1=CC=CC=C1 di(triphenylphosphine) nickel dichloride